FC(C=O)=CC1=NC=NC=C1 2-fluoro-3-(pyrimidin-4-yl)prop-2-en-1-one